CN(C(\C=C\C1=CC2=C(NC(C(CC2)NC)=O)N=C1)=O)CC1=C(OC2=C1C=CC=C2)C (e)-N-methyl-3-(7-(methylamino)-8-oxo-6,7,8,9-tetrahydro-5H-pyrido[2,3-b]azepin-3-yl)-N-((2-methylbenzofuran-3-yl)methyl)acrylamide